BrC=1C=C(C2=C(CCO2)C1)C(C)NC1=NC(=NC2=CC(=C(C=C12)OC)OC)C N-[1-(5-bromo-2,3-dihydro-1-benzofuran-7-yl)ethyl]-6,7-dimethoxy-2-methylquinazolin-4-amine